2,5-dimethoxy-4-(methylthio)benzaldehyde COC1=C(C=O)C=C(C(=C1)SC)OC